3-fluoro-4-(piperidin-4-ylthio)benzaldehyde Trifluoroacetate FC(C(=O)O)(F)F.FC=1C=C(C=O)C=CC1SC1CCNCC1